methyl (S)-2-(difluoromethyl)-7-(1-methoxyethyl)thiazolo[5,4-b]pyridine-6-carboxylate FC(C=1SC2=NC=C(C(=C2N1)[C@H](C)OC)C(=O)OC)F